(R)-(1-(3-(3-(2-cyano-3-morpholino-3-oxoprop-1-en-1-yl)phenoxy)propanamido)-2-phenylethyl)boronic acid C(#N)C(=CC=1C=C(OCCC(=O)N[C@@H](CC2=CC=CC=C2)B(O)O)C=CC1)C(=O)N1CCOCC1